C1(CCCCC1)C=N[C@H]1[C@@H](C1)C=1C=C2CCN(C2=CC1)S(=O)(=O)C1=CC=CC=C1 trans-N-cyclohexylmethylene-2-(1-(phenylsulfonyl)indolin-5-yl)cyclopropylamine